C(C)(C)(C)OC(NC1=CC=C(C=C1)NC1=NC(=NC(=C1)C)Cl)=O (4-((2-Chloro-6-methylpyrimidin-4-yl)amino)phenyl)carbamic acid tert-butyl ester